3-(4-chlorophenyl)-5-iodo-N-(1,1,1-trifluoro-2-methyl-propan-2-yl)-benzamide ClC1=CC=C(C=C1)C=1C=C(C(=O)NC(C(F)(F)F)(C)C)C=C(C1)I